CNS(=O)(=O)CCNC1=C(C=C(C=C1)C1=CC(=CC=C1)OC(F)(F)F)C1=NN(C=C1)C N-methyl-2-((3-(1-methyl-1H-pyrazol-3-yl)-3'-(trifluoromethoxy)-[1,1'-biphenyl]-4-yl)amino)ethane-1-sulfonamide